CN(S(=O)(=O)C1=C(C=CC=C1)C1=CC=C(C=C1)CCNC(=O)C=1N=C(SC1)C#C)C N-(2-(2'-(N,N-Dimethylsulfamoyl)-[1,1'-biphenyl]-4-yl)ethyl)-2-ethynylthiazole-4-carboxamide